FC=1C(=NC=CC1)CNC1=NS(C2=C(N1)C(=CC=C2)I)(=O)=O 3-(((3-fluoropyridin-2-yl)methyl)amino)-5-iodo-4H-benzo[e][1,2,4]thiadiazine 1,1-dioxide